N1=NSC2=C1C=CO2 furo[3,2-d]-1,2,3-thiadiazole